2-(4-(methoxycarbonyl)phenyl)-4-(prop-2-yn-1-yl)piperazin COC(=O)C1=CC=C(C=C1)C1NCCN(C1)CC#C